CC1(OB(OC1(C)C)C=1CN(CCC1)C(=O)OC(C)(C)C)C tert-butyl 3-(4,4,5,5-tetramethyl-1,3,2-dioxaborolan-2-yl)-5,6-dihydro-2H-pyridine-1-carboxylate